F[C@H]1CN(C[C@@H](C1)NC1=NN=C(C=2N1N=CC2)C2=C(C=C(C=C2)C(F)(F)F)OCOC)C(=O)OC(C)(C)C tert-butyl (3R,5R)-3-fluoro-5-((4-(2-(methoxymethoxy)-4-(trifluoromethyl)phenyl)pyrazolo[1,5-d][1,2,4]triazin-7-yl)amino)piperidine-1-carboxylate